4-(cyclopropylethynyl)-1H-indazole-7-carboxylic acid C1(CC1)C#CC1=C2C=NNC2=C(C=C1)C(=O)O